ClC=1C=C(C=CC1F)C(C=1NC(=CN1)S(=O)(=O)N1CC(C1)N(C)C)C1=CC(=C(C=C1)F)Cl 1-((2-(bis(3-chloro-4-fluorophenyl)methyl)-1H-imidazol-5-yl)sulfonyl)-N,N-dimethylazetidin-3-amine